CC1=NC=CN=C1C 2,3-dimethyl-Pyrazine